NCC=1C=C(C=CC1)C=1C=C(C2=C(C(=CO2)COC2=C(C=CC=C2)CC(=O)OCC)C1)NCC1CC1 ethyl 2-(2-((5-(3-(aminomethyl)phenyl)-7-((cyclopropylmethyl)amino)benzofuran-3-yl)methoxy)phenyl)acetate